FC1=NC=CC(=C1C1CN(C1)C(=O)[C@@H]1CC[C@H]2N1C([C@H](CCC2)NC(=O)C2=CC1=C(S2)C=CC(=C1)CP(O)(O)=O)=O)OC ((2-(((3S,6S,9aS)-3-(3-(2-fluoro-4-methoxypyridin-3-yl)azetidine-1-carbonyl)-5-oxooctahydro-1H-pyrrolo[1,2-a]azepin-6-yl)carbamoyl)benzo[b]thiophen-5-yl)methyl)phosphonic acid